ClC1=NC=CC(=N1)C=1C=CC2=C(CCCCC2NC(OC(C)(C)C)=O)C1 tert-butyl (2-(2-chloropyrimidin-4-yl)-6,7,8,9-tetrahydro-5H-benzo[7]annulen-5-yl)carbamate